5,6-dimethylolpiperazine C(O)C1NCCNC1CO